(R)-4-(3-(but-2-ynamido)cyclohex-1-en-1-yl)-3-chloro-5-fluoro-2-methyl-1H-indole-7-carboxamide C(C#CC)(=O)N[C@H]1C=C(CCC1)C1=C2C(=C(NC2=C(C=C1F)C(=O)N)C)Cl